FCCOCC=1C=C2C=C(NC2=C(C1)NC1CCOCC1)C1=CC=CC=C1 5-((2-fluoroethoxy)methyl)-2-phenyl-N-(tetrahydro-2H-pyran-4-yl)-1H-indol-7-amine